ClC1=CC(=C(C=C1)C1=NC(=NC2=C1N=C(N(C2=O)C)C)N2CC(OCC2)C=2C=NN(C2)CC(F)(F)F)F 8-(4-chloro-2-fluoro-phenyl)-2,3-dimethyl-6-[2-[1-(2,2,2-trifluoroethyl)pyrazol-4-yl]morpholino]pyrimido[5,4-d]pyrimidin-4-one